C(=O)(O)C(O)C(O)C(=O)O.FC1=CC2=C(C(=NO2)C2CCN(CC2)CCCOC2CN3C(CCC4=CC=CC2=C34)=O)C=C1 (3-(4-(6-fluorobenzo[d]isoxazol-3-yl)piperidin-1-yl)propoxy)-5,6-dihydro-1H-pyrrolo[3,2,1-ij]quinolin-4(2H)-one tartrate salt